C(=O)(OCC)C=1C=C(C=CC1)B(O)O m-carbethoxyphenyl-boronic acid